Dibenzylphosphoramidit C(C1=CC=CC=C1)OP(OCC1=CC=CC=C1)N